5-(3,3-difluoro-4-(pyrrolidin-1-yl)piperidin-1-yl)-2-methyl-N-(1-(1-methyl-2-oxo-1,2-dihydrobenzo[cd]indol-6-yl)cyclopropyl)benzamide FC1(CN(CCC1N1CCCC1)C=1C=CC(=C(C(=O)NC2(CC2)C=2C=3C4=C(C(N(C4=CC2)C)=O)C=CC3)C1)C)F